BrC1=C(C2=C(C(N3[C@@H](CN2C)CN(CC3)C(=O)OC(C)(C)C)=O)C=C1)Cl Tert-butyl (12aS)-9-bromo-10-chloro-11-methyl-6-oxo-3,4,6,11,12,12a-hexahydropyrazino[2,1-c][1,4]benzodiazepine-2(1H)-carboxylate